C(C)OC(=C)C1=NN2C(=NN(C(C2=C1)=O)CC(=O)OCC)C(C)C ethyl 2-(2-(1-ethoxyvinyl)-7-isopropyl-4-oxopyrazolo[1,5-d][1,2,4]triazin-5(4H)-yl)acetate